4-chloro-2,6-dimethoxybenzonitrile ClC1=CC(=C(C#N)C(=C1)OC)OC